[Ca].[Mg] Magnesium-Calcium